C1CC12CN(CCC2)C#N 5-azaspiro[2.5]octane-5-carbonitrile